N-(trans-4-(2-((R)-4-(2,3-dichloro-4-methylphenyl)-3-methylpiperazin-1-yl)ethyl)cyclohexyl)-1-hydroxycyclopropane-1-carboxamide ClC1=C(C=CC(=C1Cl)C)N1[C@@H](CN(CC1)CC[C@@H]1CC[C@H](CC1)NC(=O)C1(CC1)O)C